tert-butyl 4-{4-[(4-{1-[(tert-butoxy) carbonyl]-1,2,3,6-tetrahydropyridin-4-yl}-3-ethoxyphenyl)carbamoyl]-2-fluorophenyl}-1,2,3,6-tetrahydropyridine-1-carboxylate C(C)(C)(C)OC(=O)N1CCC(=CC1)C1=C(C=C(C=C1)NC(=O)C1=CC(=C(C=C1)C=1CCN(CC1)C(=O)OC(C)(C)C)F)OCC